(S)-TERT-BUTYL 6'-CHLORO-5-(((1R,2S)-2-((R)-1-HYDROXYBUT-3-EN-1-YL)-2-METHYLCYCLOBUTYL)METHYL)-3',4,4',5-TETRAHYDRO-2H,2'H-SPIRO[BENZO[B][1,4]OXAZEPINE-3,1'-NAPHTHALENE]-7-CARBOXYLATE ClC=1C=C2CCC[C@]3(C2=CC1)CN(C1=C(OC3)C=CC(=C1)C(=O)OC(C)(C)C)C[C@H]1[C@@](CC1)(C)[C@@H](CC=C)O